N,N'-(9-(4-(Dimethylamino)phenylamino)acridine-3,6-diyl)bis(3-(pyrrolidin-1-yl)propanamide) hydrochloride Cl.CN(C1=CC=C(C=C1)NC=1C2=CC=C(C=C2N=C2C=C(C=CC12)NC(CCN1CCCC1)=O)NC(CCN1CCCC1)=O)C